IC1C2C(C3=C(N(C1=O)C)N=CC=N3)C2 trans-7-iodo-5-methyl-7,7a,8,8a-tetrahydrocyclopropa[d]pyrazino[2,3-b]azepin-6(5H)-one